ClC=1C(=NC(=NC1)NC1CCOCC1)C1=CC=C2CN(C(C2=C1)=O)CC(=O)N[C@H](CO)C1=CC(=CC=C1)OC 2-(6-{5-chloro-2-[(oxan-4-yl)amino]pyrimidin-4-yl}-1-oxo-2,3-dihydro-1H-isoindol-2-yl)-N-[(1S)-2-hydroxy-1-(3-methoxyphenyl)ethyl]acetamide